2-hydroxyethyl disulfide mono-Tosylate S(=O)(=O)(O)C1=CC=C(C)C=C1.OCCSSCCO